N-(3,6-diazahexyl)-N'-(3-azapropyl)piperazine C(CNCCN)N1CCN(CC1)CCN